FC1(CC(C1)C=1C=CC(=NC1)[C@@H](NC(=O)[C@H]1N(C[C@@H](C1)F)C(CC1=C(N=NN1)C(F)(F)F)=O)C1=CC=CC=C1)F (2S,4R)-N-[(S)-[5-(3,3-difluorocyclobutyl)pyridin-2-yl](phenyl)methyl]-4-fluoro-1-{2-[4-(trifluoromethyl)-1H-1,2,3-triazol-5-yl]acetyl}pyrrolidine-2-carboxamide